palladium bis(ethylenediamine) chloride [Cl-].C(CN)N.C(CN)N.[Pd+2].[Cl-]